O=C1NC(CCC1N1C(N(C2=C1C=CC=C2CN2CCC(CC2)OC2CCN(CC2)C(=O)OC(C)(C)C)C)=O)=O Tert-butyl 4-[[1-[[1-(2,6-dioxo-3-piperidyl)-3-methyl-2-oxo-benzimidazol-4-yl]methyl]-4-piperidyl]oxy]piperidine-1-carboxylate